Methyl-d3 (E)-2-((2S,6'S,7'S,8a'S)-6'-ethyl-4-(methoxy-d3)-3-oxo-2',3',6',7',8',8a'-hexahydro-5'H-spiro[indoline-2,1'-indolizin]-7'-yl)-3-(methoxy-d3)acrylate C(C)[C@@H]1CN2CC[C@@]3([C@@H]2C[C@@H]1/C(/C(=O)OC([2H])([2H])[2H])=C\OC([2H])([2H])[2H])NC1=CC=CC(=C1C3=O)OC([2H])([2H])[2H]